(S)-(4-(5-fluorobenzo[d]thiazol-2-yl)-6,7-dihydro-1H-imidazo[4,5-c]pyridin-5(4H)-yl)(thiazol-5-yl)methanone FC=1C=CC2=C(N=C(S2)[C@H]2N(CCC3=C2N=CN3)C(=O)C3=CN=CS3)C1